CN(C1=CC=C(C=C1)C1C(=C(N=C2N1C(/C(/S2)=C/C2=CC=C(C=C2)OCC(=O)N2CCN(CC2)C)=O)C)C(=O)OC(C)C)C isopropyl (Z)-5-(4-(dimethylamino)phenyl)-7-methyl-2-(4-(2-(4-methylpiperazin-1-yl)-2-oxoethoxy)benzylidene)-3-oxo-2,3-dihydro-5H-thiazolo[3,2-a]pyrimidine-6-carboxylate